((2-((2,6-dichlorophenyl)amino)ethyl)amino)-3-(m-tolyloxy)propan-2-ol ClC1=C(C(=CC=C1)Cl)NCCNCC(COC=1C=C(C=CC1)C)O